FC=1C=C(C=CC1)[C@H](C(=O)NC=1SC=CN1)N1N=C2C=C(C=CC2=C1)C#CC=1C=NC=CC1 |r| (2RS)-2-(3-fluorophenyl)-2-[6-[2-(3-pyridyl)ethynyl]indazol-2-yl]-N-thiazol-2-yl-acetamide